tert-butyl 2-[(3-aminophenoxy)methyl]prop-2-enoate NC=1C=C(OCC(C(=O)OC(C)(C)C)=C)C=CC1